2-((1-(2-(2-(2-Methoxyethyl)-2H-indazol-5-yl)-6-methyl-4-oxo-4H-chromen-8-yl)ethyl)amino)benzoic acid COCCN1N=C2C=CC(=CC2=C1)C=1OC2=C(C=C(C=C2C(C1)=O)C)C(C)NC1=C(C(=O)O)C=CC=C1